BrC1=C2CCN([C@@H](C2=C(C=C1)OCC1=CC2=C(N(N=N2)C)C=C1)CN1C(C2=CC=CC=C2C1)=O)C(=O)[C@H]1[C@H](CCCC1)C(=O)O (1S,2R)-2-((S)-5-bromo-8-((1-methyl-1H-benzo[d][1,2,3]triazol-5-yl)methoxy)-1-((1-oxoisoindolin-2-yl)methyl)-1,2,3,4-tetrahydroisoquinoline-2-carbonyl)cyclohexane-1-carboxylic acid